3-fluoro-1-adamantanamine FC12CC3(CC(CC(C1)C3)C2)N